FC=1C=C(C=CC1[N+](=O)[O-])C1=NN(C2=NC=NC(=C21)N)C(C)C 3-(3-fluoro-4-nitrophenyl)-1-isopropyl-1H-pyrazolo[3,4-d]pyrimidin-4-amine